ClC=1N=C2C(=NC1)NC=C2C=2N=C(C1=C(N2)SC=C1)N[C@@H]1[C@H](C2CCC1CC2)C(=O)OCC (2S,3S)-ethyl 3-((2-(2-chloro-5H-pyrrolo[2,3-b]pyrazin-7-yl)thieno[2,3-d]pyrimidin-4-yl)amino)bicyclo[2.2.2]octane-2-carboxylate